racemic-methyl 4-[2-(N-[3,3-difluorocyclohexyl]anilino)-2-oxo-ethyl]piperidine-4-carboxylate FC1(C[C@@H](CCC1)N(C1=CC=CC=C1)C(CC1(CCNCC1)C(=O)OC)=O)F |r|